tert-butyl 3,3-difluoro-4-(2-methyl-5-(pyridin-2-ylmethoxy)benzofuran-3-carboxamido)-piperidine-1-carboxylate FC1(CN(CCC1NC(=O)C1=C(OC2=C1C=C(C=C2)OCC2=NC=CC=C2)C)C(=O)OC(C)(C)C)F